FC(OC1=CC=C(CN2N=CC3=CC(=CC=C23)C(=O)O)C=C1)(F)F 1-(4-Trifluoromethoxybenzyl)-1H-indazole-5-carboxylic acid